FC(C1=NN=C(O1)C1=CC=2N(C=C1)C=C(N2)CN(S(=O)(=O)N2CCN(CC2)C(=O)N(C)C)C2=CC=CC=C2)F 4-(N-((7-(5-(difluoromethyl)-1,3,4-oxadiazol-2-yl)imidazo[1,2-a]pyridin-2-yl)methyl)-N-phenylsulfamoyl)-N,N-dimethylpiperazine-1-carboxamide